tert-butyl ((E)-4-((Z)-6-carbamoyl-2-((4-ethyl-2-methyloxazole-5-carbonyl)imino)-4-methoxybenzo[d]thiazol-3(2H)-yl)but-2-en-1-yl)carbamate C(N)(=O)C1=CC2=C(N(/C(/S2)=N/C(=O)C2=C(N=C(O2)C)CC)C/C=C/CNC(OC(C)(C)C)=O)C(=C1)OC